2-amino-1-[4-(methylthio)phenyl]-1,3-propanediol NC(C(O)C1=CC=C(C=C1)SC)CO